(S)-5-chloro-N-(4-(1-((4-methyl-4H-1,2,4-triazol-3-yl)thio)ethyl)pyridin-2-yl)-4-(trifluoromethyl)picolinamide ClC=1C(=CC(=NC1)C(=O)NC1=NC=CC(=C1)[C@H](C)SC1=NN=CN1C)C(F)(F)F